N-[1-(Cyanomethyl-carbamoyl)-cyclohexyl]-4-[1-(2-methoxy-ethyl)-piperidin-4-yl]-benzamide C(#N)CNC(=O)C1(CCCCC1)NC(C1=CC=C(C=C1)C1CCN(CC1)CCOC)=O